tert-butyl (R)-6-allyl-6-(3-methoxy-3-oxopropyl)-4-(4-methoxybenzoyl)-5-oxo-1,4-diazepane-1-carboxylate C(C=C)[C@]1(C(N(CCN(C1)C(=O)OC(C)(C)C)C(C1=CC=C(C=C1)OC)=O)=O)CCC(=O)OC